C(C1=CC=CC=C1)(C1=CC=CC=C1)N1CCC(CC1)N1CC2=CC=C(C=C2CC1)NC 2-(1-benzhydrylpiperidin-4-yl)-N-methyl-1,2,3,4-tetrahydroisoquinolin-6-amine